FC(C1=C(C(=NC=C1)OC)N1CCC(CC1)N1C(N(C=2C([C@H]1C)=CNN2)CC2=C(C=CC=C2)C(F)(F)F)=O)F |o1:21| (R)- or (S)-5-(4'-Difluoromethyl-2'-methoxy-3,4,5,6-tetrahydro-2H-[1,3']bipyridinyl-4-yl)-4-methyl-7-(2-trifluoromethyl-benzyl)-2,4,5,7-tetrahydro-pyrazolo[3,4-d]pyrimidin-6-one